trans-tert-butyl N-[3-[4-[4-(3-cyano-4-methoxy-pyrazolo[1,5-a]pyridin-6-yl)-5-methyl-pyrazol-1-yl]-1-piperidyl]cyclobutyl]carbamate C(#N)C=1C=NN2C1C(=CC(=C2)C=2C=NN(C2C)C2CCN(CC2)[C@@H]2C[C@H](C2)NC(OC(C)(C)C)=O)OC